ClC1=CC=C(C=C1)C(CCC=1C(=C(C(=O)N)C=CC1F)CC)O 3-(4-chlorophenyl)-3-hydroxypropyl-2-ethyl-4-fluorobenzamide